5-formyl-4-methoxy-2-phenyl-1-[[4-[2-(ethylaminocarbonylsulfonylamino)-5-isobutyl-3-thienyl]phenyl]methyl]imidazole C(=O)C1=C(N=C(N1CC1=CC=C(C=C1)C1=C(SC(=C1)CC(C)C)NS(=O)(=O)C(=O)NCC)C1=CC=CC=C1)OC